8-methoxy-2-quinolinecarbaldehyde COC=1C=CC=C2C=CC(=NC12)C=O